ClC=1C=C(C=CC1Cl)NC1=CC=2C3=C(N(C2C=C1)CCNC(OC(C)(C)C)=O)CCC3 tert-butyl 2-(7-(3,4-dichlorophenylamino)-2,3-dihydrocyclopenta[b]indol-4(1H)-yl)ethylcarbamate